dimorpholine phosphorus [P].N1CCOCC1.N1CCOCC1